C(CCC)(C1=C(C=C(C(=C1)C(C)(C)C)O)C)C1=C(C=C(C(=C1)C(C)(C)C)O)C 4,4'-butylidenebis(6-tert-butyl-3-methylphenol)